C1NCC12CC(C2)CO 2-azaspiro[3.3]heptan-6-ylmethanol